11H-benzo[b]pyrido[4,3-f]azepine C1=NC=CC=2C=CC3=C(NC21)C=CC=C3